FC1=C(C=N[S@](=O)C(C)(C)C)C=C(C=C1)F (R)-N-(2,5-difluorobenzylidene)-2-methylpropane-2-sulfinamide